COC=1C=C2C=CC(=CC2=CC1)CO (6-Methoxynaphthalene-2-yl)methanol